O[C@@]1([C@@H](CC[C@H](C1)C)C(C)C)C(=O)NCC(C(=O)O)C1=CC=CC=C1 3-((1s,2s,5r)-1-hydroxy-2-isopropyl-5-methylcyclohexane-1-carboxamido)-2-phenylpropionic acid